(R)-5-(1-amino-2-phenylethyl)thiophene-3-carboximidamide N[C@H](CC1=CC=CC=C1)C1=CC(=CS1)C(N)=N